(3S)-1-(pyridin-3-yl)piperidine N1=CC(=CC=C1)N1CCCCC1